(1H-indazol-3-yl)-5-methoxy-2,2-dimethyl-2H-chromen-6-carboxamide N1N=C(C2=CC=CC=C12)C=1C(OC2=CC=C(C(=C2C1)OC)C(=O)N)(C)C